N-(4-(4-amino-7-cyano-1-methyl-3-(3-methyl-4-((4-methylpyrimidin-2-yl)oxy)phenyl)-1H-pyrrolo[3,2-c]pyridin-2-yl)-3-chlorophenyl)methacrylamide NC1=NC=C(C2=C1C(=C(N2C)C2=C(C=C(C=C2)NC(C(=C)C)=O)Cl)C2=CC(=C(C=C2)OC2=NC=CC(=N2)C)C)C#N